4-fluorobenzo[d]-thiazol-5-amine FC1=C(C=CC2=C1N=CS2)N